Methyl (R,E)-1-(4-(dimethylamino)but-2-enoyl)pyrrolidine-3-carboxylate CN(C/C=C/C(=O)N1C[C@@H](CC1)C(=O)OC)C